BrC1=C(N(C2=CC=CC(=C12)OC)S(=O)(=O)C1=CC=CC=C1)C#N bromo-4-methoxy-1-(phenylsulfonyl)-1H-indole-2-carbonitrile